O=CC(=CCCC(=CCC(=O)[O-])C)C 8-oxo-3,7-dimethyl-2,6-octadienylcarboxylate